2-(cyclopropoxy)-4-methyl-6-(2-methylpyrazol-3-yl)benzonitrile C1(CC1)OC1=C(C#N)C(=CC(=C1)C)C=1N(N=CC1)C